C(=O)(C(=C)C)[Cr] methacryl-chromium